2-hydroxy-4-(3-methacryloyloxy-2-hydroxypropoxy)benzophenone OC1=C(C(=O)C2=CC=CC=C2)C=CC(=C1)OCC(COC(C(=C)C)=O)O